(cis-4-aminotetrahydrofuran-3-yl)methanol N[C@@H]1[C@@H](COC1)CO